ClC1=C(C=C2C=C(N=CC2=C1)NC(=O)[C@@H]1[C@H](CC1)COC)N1CCN(CC1)[C@]1(COC[C@H]1O)C (1S,2S)-N-(7-chloro-6-(4-((3S,4S)-4-hydroxy-3-methyltetrahydrofuran-3-yl)piperazin-1-yl)isoquinolin-3-yl)-2-(methoxymethyl)cyclobutane-1-carboxamide